(tert-Butoxycarbonyl)(2-chloro-4-methoxypyrimidin-5-yl)carbamic acid tert-butyl ester C(C)(C)(C)OC(N(C=1C(=NC(=NC1)Cl)OC)C(=O)OC(C)(C)C)=O